2-(2-((5-(benzyloxy)pentyl)oxy)ethoxy)acetaldehyde C(C1=CC=CC=C1)OCCCCCOCCOCC=O